2,5-bis((methylthio)methyl)terephthalaldehyde CSCC1=C(C=O)C=C(C(=C1)C=O)CSC